1-(4-(2-(5-((3R,5R)-3-amino-5-fluoropiperidine-1-carbonyl)-7-methoxy-1-methyl-1H-benzo[d]imidazol-2-yl)-1-(cyclopropylmethyl)-1H-indol-7-yl)piperidin-1-yl)ethan-1-one N[C@H]1CN(C[C@@H](C1)F)C(=O)C1=CC2=C(N(C(=N2)C=2N(C3=C(C=CC=C3C2)C2CCN(CC2)C(C)=O)CC2CC2)C)C(=C1)OC